tert-butyl N-[(1R)-3-[(2-methoxyethyl)carbamoyl]cyclopentyl]carbamate COCCNC(=O)C1C[C@@H](CC1)NC(OC(C)(C)C)=O